NC=1N=NC(=CC1N1CC2CCC(C1)N2C2=NC=C(C=N2)C2CCN(CC2)CC=2C=C(C=CC2)N2C(NC(CC2)=O)=O)C2=C(C=CC=C2)O 1-(3-((4-(2-(3-(3-amino-6-(2-hydroxyphenyl)pyridazin-4-yl)-3,8-diazabicyclo[3.2.1]octan-8-yl)pyrimidin-5-yl)piperidin-1-yl)methyl)phenyl)dihydropyrimidine-2,4(1H,3H)-dione